4-bromo-2-fluoro-5-methoxy-N,N-bis(4-methoxybenzyl)aniline BrC1=CC(=C(N(CC2=CC=C(C=C2)OC)CC2=CC=C(C=C2)OC)C=C1OC)F